COC1CN(CC1)C=1C(C(C1NCC1=CC=C(C=C1)C1=NOC(=N1)C(F)(F)F)=O)=O 3-(3-methoxypyrrolidin-1-yl)-4-((4-(5-(trifluoromethyl)-1,2,4-oxadiazol-3-yl)benzyl)amino)cyclobut-3-ene-1,2-dione